C(C)(C)(C)OC(=O)N1CC2=CC=C(C=C2CC1)C1=NC(=C(C2=C1C=CS2)C2=C(C=C(C=C2)F)OCCOC)C(N)=O.ClC=2C=C(C=C(C2)Cl)C=2N=C(NC2)CC2=CSC=C2 4-(3,5-dichlorophenyl)-2-(3-thienylmethyl)imidazole tert-butyl-6-[6-carbamoyl-7-[4-fluoro-2-(2-methoxyethoxy)phenyl]thieno[3,2-c]pyridin-4-yl]-3,4-dihydro-1H-isoquinoline-2-carboxylate